2-(3-cyano-1-isopropyl-1H-indole-5-yl)-5-methyl-2H-1,2,3-triazole-4-formic acid C(#N)C1=CN(C2=CC=C(C=C12)N1N=C(C(=N1)C(=O)O)C)C(C)C